[Si](C1=CC=CC=C1)(C1=CC=CC=C1)(C(C)(C)C)O[C@@H]1CC(NC1)(C(=O)O)CCCCl (4R)-4-((tert-Butyldiphenylsilyl)oxy)-2-(3-chloropropyl)pyrrolidine-2-carboxylic acid